(trans)-2-(3-fluoro-4-(7-((3-(4-fluoropiperidin-1-yl)propyl)carbamoyl)-6-methoxybenzo[d]imidazo[2,1-b]thiazol-2-yl)phenyl)-4-hydroxypyrrolidine-1-carboxylic acid tert-butyl ester C(C)(C)(C)OC(=O)N1[C@H](C[C@@H](C1)O)C1=CC(=C(C=C1)C=1N=C2SC3=C(N2C1)C=C(C(=C3)C(NCCCN3CCC(CC3)F)=O)OC)F